CC1=NN(C=C1NC=O)COCC[Si](C)(C)C N-(3-methyl-1-((2-(trimethylsilyl)ethoxy)methyl)-1H-pyrazol-4-yl)formamide